2-{(1r,5s,6r)-6-[(cyclobutylmethyl)carbamoyl]-3-azabicyclo[3.1.0]hex-3-yl}-6-azaspiro[3.4]octane-6-carboxylic acid ethyl ester C(C)OC(=O)N1CC2(CC(C2)N2C[C@H]3C([C@H]3C2)C(NCC2CCC2)=O)CC1